1-(7-bromo-6-nitro-3,4-dihydro-1H-isoquinolin-2-yl)-2,2,2-trifluoro-ethanone BrC1=C(C=C2CCN(CC2=C1)C(C(F)(F)F)=O)[N+](=O)[O-]